OC[C@H]1O[C@@H]([C@H]([C@H]([C@H]1O)O)C)N1N=NN=C1 (2R,3R,4R,5S,6S)-2-(hydroxymethyl)-5-methyl-6-(1H-tetrazol-1-yl)tetrahydro-2H-pyran-3,4-diol